8-((1-(2-(4-((1R,2S)-6-hydroxy-2-phenyl-1,2,3,4-tetrahydronaphthalen-1-yl)phenoxy)ethyl)piperidin-4-yl)methyl)-3,8-diazabicyclo[3.2.1]octan OC=1C=C2CC[C@@H]([C@@H](C2=CC1)C1=CC=C(OCCN2CCC(CC2)CN2C3CNCC2CC3)C=C1)C1=CC=CC=C1